scandium-gallium oxide [O-2].[Ga+3].[Sc+3].[O-2].[O-2]